CC1=C[C@H]2[C@@]3(CC[C@@H](C([C@H]3CC[C@@]2([C@]4([C@@]1(C(=C(C4=O)C)[O-])C)C(=O)OC)C)(C)C)OC(=O)C)C The molecule is an enolate anion resulting from the deprotonation of the enol group of andrastin C. Major species at pH 7.3. Published in http://dx.doi.org/10.1016/j.tet.2013.07.029 It has a role as an EC 2.5.1.58 (protein farnesyltransferase) inhibitor. It is a conjugate base of an andrastin C.